3-ethyl-2-methyl-heptane C(C)C(C(C)C)CCCC